CCCCCCCC\C=C\CCCCCCCC (E)-Octadec-9-ene